F[C@@H]1C(C[C@H]2[C@H](C([C@H]3[C@@H]4CC[C@H]([C@@H](CCC(=O)O)C)[C@]4(CC[C@@H]3[C@]2(C1)C)C)=O)CC)=O 2β-fluoro-3,7-dioxo-6α-ethyl-5β-cholanic acid